3-(4-fluoro-2'-hydroxy-5,6'-dimethyl-[1,1'-biphenyl]-3-yl)propanoate FC1=C(C=C(C=C1C)C1=C(C=CC=C1C)O)CCC(=O)[O-]